(S)-ethyl 8-(2-amino-6-((R)-2,2,2-trifluoro-1-(3'-methoxy-[1,1'-biphenyl]-4-yl)ethoxy)pyrimidin-4-yl)-2,8-diazaspiro[4.5]decane-3-carboxylate NC1=NC(=CC(=N1)N1CCC2(C[C@H](NC2)C(=O)OCC)CC1)O[C@@H](C(F)(F)F)C1=CC=C(C=C1)C1=CC(=CC=C1)OC